C(C)(C)(C)C1NCC12CCN(CC2)C2=CC(=C(C=C2)C(=O)OC)C#N tert-butyl-7-(3-cyano-4-(methoxycarbonyl)phenyl)-2,7-diazaspiro[3.5]nonane